permanganic acid, permanganate salt [Mn](=O)(=O)(=O)O.[Mn](=O)(=O)(=O)O